9-hydroxy-12-[4-(1,4-oxazepan-4-yl)phenyl]-4-thia-2,12-diazatricyclo[7.3.0.03,7]dodeca-1,3(7),5-trien-8-one OC12C(C=3C=CSC3N=C2N(CC1)C1=CC=C(C=C1)N1CCOCCC1)=O